3-[(2,4-difluorophenyl)methoxy]-1H-pyrazole FC1=C(C=CC(=C1)F)COC1=NNC=C1